4-((1R)-1-(3-(benzyloxy)phenyl)-1-cyclopropoxy-2-((tetrahydro-2H-pyran-2-yl)oxy)ethyl)-6-(6-methyl-7-oxo-6,7-dihydro-1H-pyrrolo[2,3-c]pyridin-4-yl)quinazoline C(C1=CC=CC=C1)OC=1C=C(C=CC1)[C@@](COC1OCCCC1)(OC1CC1)C1=NC=NC2=CC=C(C=C12)C=1C2=C(C(N(C1)C)=O)NC=C2